OC(CN1N=CC(=C1)NC=1C2=C(N=C(N1)NC=1C=C(C=CC1)NC(C=C)=O)CNC2=O)(C)C N-(3-(4-(1-(2-hydroxy-2-methylpropyl)-1H-pyrazol-4-ylamino)-5-oxo-6,7-dihydro-5H-pyrrolo[3,4-d]pyrimidin-2-ylamino)phenyl)acrylamide